2,4-difluoro-N-(2-methoxy-5-(4-(piperazine-1-yl)quinazoline-6-yl)pyridine-3-yl)-N-methylbenzenesulfonamide trifluoroacetate FC(C(=O)O)(F)F.FC1=C(C=CC(=C1)F)S(=O)(=O)N(C)C=1C(=NC=C(C1)C=1C=C2C(=NC=NC2=CC1)N1CCNCC1)OC